tert-butyl 4-(3-fluoro-4-(hydroxymethyl) benzyl)-2-methylpiperazine-1-carboxylate FC=1C=C(CN2CC(N(CC2)C(=O)OC(C)(C)C)C)C=CC1CO